1-[8-[(1R,4R)-2,5-diazabicyclo[2.2.1]Hept-2-yl]-4-isoquinolinyl]Hexahydropyrimidine [C@H]12N(C[C@H](NC1)C2)C=2C=CC=C1C(=CN=CC21)N2CNCCC2